CC([C@@H](C(=O)N1[C@@H]([C@H]2C([C@H]2C1)(C)C)C(=O)OC)NC=1SC(=CN1)C)(C)C Methyl (1R,2S,5S)-3-((S)-3,3-dimethyl-2-((5-methylthiazol-2-yl)amino)butanoyl)-6,6-dimethyl-3-azabicyclo[3.1.0]hexane-2-carboxylate